C(C)C1=C(C=C(C=C1)OC)OC ethyl-2,4-dimethoxybenzene